N-((2-(3-(benzyloxy)picolinamido)pyridin-4-yl)methyl)-2-oxo-2,3-dihydrobenzo[d]oxazole C(C1=CC=CC=C1)OC=1C(=NC=CC1)C(=O)NC1=NC=CC(=C1)CN1C(OC2=C1C=CC=C2)=O